ethyl 2-(2-((1R,3S)-1-(3-(6-hydroxypyridin-2-yl)benzyl)-3-(methylsulfonamido)cyclopentyl)oxazol-4-yl)acetate OC1=CC=CC(=N1)C=1C=C(C[C@]2(C[C@H](CC2)NS(=O)(=O)C)C=2OC=C(N2)CC(=O)OCC)C=CC1